C(C)(C)(C)OC(=O)N1/C(/C(C(C1)C(F)(F)F)=O)=C/N(C)C (E)-2-((dimethylamino)methylene)-3-oxo-4-(trifluoromethyl)pyrrolidine-1-carboxylic acid tert-butyl ester